CC(CCC=C(C)C)C1=CC=C(C=C1)C 1-(1,5-dimethyl-4-hexenyl)-4-methyl-benzene